2-methyl-ethyl-oxyacrylamide CCCOC(C(=O)N)=C